FC1=CC=C(C=C1)C=1C=C(NN1)C(=O)OCC ethyl 5-(4-fluorophenyl)-2H-pyrazole-3-carboxylate